OC(=O)C(F)(F)F.CC1=NOC(=C1C1=CC=C(C=C1)C1C(C1)NCC1CCN(CC1)CC1=CC=C(C(=O)NO)C=C1)C 4-((4-(((2-(4-(3,5-dimethylisoxazol-4-yl)phenyl)cyclopropyl)amino)methyl)piperidin-1-yl)methyl)-N-hydroxybenzamide TFA Salt